tert-Butyl (2-(5-(4-((2-(dimethylamino)ethyl)carbamoyl)phenyl)-1H-indole-2-carboxamido)ethyl)carbamate CN(CCNC(=O)C1=CC=C(C=C1)C=1C=C2C=C(NC2=CC1)C(=O)NCCNC(OC(C)(C)C)=O)C